N1C=CC(=CC=C1)C1=CN(C2=CN=CC=C21)C2=C(C(=O)N(C)C(C)C)C=C(C=C2)F 2-(3-(azepin-4-yl)-1H-pyrrolo[2,3-c]pyridin-1-yl)-5-fluoro-N-isopropyl-N-methylbenzamide